O1CCC(=CC1)NC1=CC(=CC=C1)F (3,6-dihydro-2H-pyran-4-yl)-3-fluoroaniline